p-trifluoromethyl-phenethylamine iodate I(=O)(=O)O.FC(C1=CC=C(CCN)C=C1)(F)F